C(C)(=O)OC[C@H]1O[C@H]([C@@H]([C@H]([C@@H]1OC(C)=O)OC(C)=O)OC(C)=O)OC1=CC=C(C=C1)C(C=CC1=CC=CC=C1)=O [(2R,3R,4S,5R,6S)-3,4,5-Triacetyloxy-6-[4-(3-phenylprop-2-enoyl)phenoxy]oxan-2-yl]methyl acetate